(R)-N-(cyclopropylmethyl)-1-(5-(3-(4-(5-(pyrrolidin-1-yl)pyridin-3-yl)-1H-1,2,3-triazol-1-yl)oxetan-3-yl)pyridin-2-yl)piperidin-3-amine C1(CC1)CN[C@H]1CN(CCC1)C1=NC=C(C=C1)C1(COC1)N1N=NC(=C1)C=1C=NC=C(C1)N1CCCC1